C(C1=CC=CC=C1)OC1=C(C(=CC(=C1C)O)O)C(=O)N1CC2=CC=CC=C2CC1 (2-benzyloxy-4,6-dihydroxy-3-methyl-phenyl)-(3,4-dihydro-1H-isoquinolin-2-yl)methanone